2-(4-bromophenyl)-1,4,5-triphenyl-1H-imidazole BrC1=CC=C(C=C1)C=1N(C(=C(N1)C1=CC=CC=C1)C1=CC=CC=C1)C1=CC=CC=C1